O1CCC(CC1)NC(NCCCCCCCCCCCC(=O)O)=O 12-(3-(tetrahydro-2H-pyran-4-yl)ureido)dodecanoic acid